NC1(C(NCC1)=O)CO[Si](C)(C)C(C)(C)C 3-amino-3-(((tert-butyldimethylsilyl)oxy)methyl)pyrrolidin-2-one